2-(3-(2-((5-((4-(5-(methoxycarbonyl)-1-methyl-1H-pyrrol-3-yl)phenyl)carbamoyl)-1-methyl-1H-pyrrol-3-yl)amino)-2-oxoethyl)phenyl)acetic acid COC(=O)C1=CC(=CN1C)C1=CC=C(C=C1)NC(=O)C1=CC(=CN1C)NC(CC=1C=C(C=CC1)CC(=O)O)=O